bis-methyltriethylene glycol CC(COCCOCCO)(C)O